C(C)OC(=O)C=1N=C(SC1)N1CC2=C(C=CC=C2CC1)C(NC=1SC2=C(N1)C=CC=C2)=O.OC=2C=C(C=CC2OC)C(C)=O 1-(3-hydroxy-4-methoxyphenyl)ethanone Ethyl-2-(8-(benzo[d]thiazol-2-ylcarbamoyl)-3,4-dihydroisoquinolin-2(1H)-yl)thiazole-4-carboxylate